C(C1=CC=CC=C1)C=1C=NC(=NC1)N1CCN(CCC1)C1=CN=C2N1N=CC(=C2)C=2C=NN(C2)C 3-(4-(5-benzylpyrimidin-2-yl)-1,4-diazepan-1-yl)-7-(1-methyl-1H-pyrazol-4-yl)imidazo[1,2-b]pyridazine